Lauroyl-L-Alanin C(CCCCCCCCCCC)(=O)N[C@@H](C)C(=O)O